4-(difluoromethoxy)-N-[5-(2-fluoro-4-methoxyphenyl)-1-methyl-3-oxo-2-[3-(trifluoromethyl)pyridin-2-yl]-2,3-dihydro-1H-pyrazol-4-yl]benzamide FC(OC1=CC=C(C(=O)NC=2C(N(N(C2C2=C(C=C(C=C2)OC)F)C)C2=NC=CC=C2C(F)(F)F)=O)C=C1)F